C(\C=C/C(=O)[O-])(=O)[O-].C(CCCCCCC)[Sn+2]CCCC monooctyl-butyl-tin maleate